bisphenol phosphate sodium salt [Na+].P(=O)([O-])([O-])[O-].C1(=CC=CC=C1)O.C1(=CC=CC=C1)O.[Na+].[Na+]